(1R,3R,5R)-N-((R)-cyclopropyl(2,5-difluoro-4-(trifluoromethyl)phenyl)methyl)-2-(3-(trifluoromethyl)benzoyl)-2-azabicyclo[3.1.0]hexane-3-carboxamide C1(CC1)[C@@H](NC(=O)[C@@H]1N([C@@H]2C[C@@H]2C1)C(C1=CC(=CC=C1)C(F)(F)F)=O)C1=C(C=C(C(=C1)F)C(F)(F)F)F